ClC1=C(C=C(C=C1)NC(=O)NC1=C(C=C(C=C1)NC1=CC(=NC=C1)C(=O)NC)F)C(F)(F)F 4-[4-({[4-chloro-3-(trifluoromethyl)phenyl]carbamoyl}amino)-3-fluorophenyl-amino]-N-methylpyridine-2-carboxamide